CCCCN(CCO)CCO N-Butyldiethanolamine